5,5'-((2-(prop-2-yn-1-yloxy)propane-1,3-diyl)bis(oxy))bis(2,2-dimethyl-1,3-dioxane) C(C#C)OC(COC1COC(OC1)(C)C)COC1COC(OC1)(C)C